methyl (Z)-3-(((1-(2-((1R,4R)-2-oxa-5-azabicyclo[2.2.1]heptane-5-yl)ethyl)indolin-5-yl)amino)methylene)-4-cyclopropyl-2-oxoindolin-6-carboxylate [C@H]12OC[C@H](N(C1)CCN1CCC3=CC(=CC=C13)N\C=C\1/C(NC3=CC(=CC(=C13)C1CC1)C(=O)OC)=O)C2